C(C(C)C)C(C(=O)O)(C)C.C(C(C)C)(=O)OCC(C)C isobutyl isobutyrate (isobutyl isobutyrate)